C(C)(C)(C)N(C(O)=O)CC1OCC2(C3=C1SC=C3)CC2 tert-Butyl-((5'H,7'H-spiro[cyclopropane-1,4'-thieno[2,3-c]pyran]-7'-yl)methyl)carbamic acid